(S)-1-(sec-butyl)-N-((4,6-dimethyl-2-oxo-1,2-dihydropyridin-3-yl)methyl)-6-(3-fluoro-4-((6-oxo-2,5-diazaspiro[3.4]octane-2-carboxamido)methyl)phenyl)-3-methyl-1H-indole-4-carboxamide [C@H](C)(CC)N1C=C(C=2C(=CC(=CC12)C1=CC(=C(C=C1)CNC(=O)N1CC2(C1)NC(CC2)=O)F)C(=O)NCC=2C(NC(=CC2C)C)=O)C